OC=1C(=CC2=CC=CC=C2C1N=NC1=CC=CC=C1)C(=O)O 3-hydroxy-4-phenylazo-2-naphthoic acid